6-{4-[1-(oxetan-3-yl)piperidin-4-yl]phenyl}-3-(quinoxalin-6-yl)-1,2-dihydro-quinolin-2-one O1CC(C1)N1CCC(CC1)C1=CC=C(C=C1)C=1C=C2C=C(C(NC2=CC1)=O)C=1C=C2N=CC=NC2=CC1